ClC1=C(C(=O)O)C=CC(=C1CNC(CC)=O)OC(F)(F)F 2-chloro-3-[(propanoylamino)methyl]-4-(trifluoromethoxy)benzoic acid